COC(C(C=O)N(C)C1=CC=C(C=C1)Br)=O ((4-bromophenyl)(methyl)amino)-3-oxopropanoic acid methyl ester